C(C1=CC=CC=C1)OC=1C(C=CN2N([C@H]3N(C(C21)=O)CCOC3)[C@@H]3C2=C(SCC1=C3C=CC(=C1F)F)C=CS2)=O (12aR)-7-benzyloxy-12-[(10S)-6,7-difluoro-5,10-dihydrothieno[3,2-c][2]benzothiepin-10-yl]-3,4,12,12a-tetrahydro-1H-[1,4]oxazino[3,4-c]pyrido[2,1-f][1,2,4]triazine-6,8-dione